(R)-2-chloro-4-((1-(hydroxymethyl)cyclobutyl)amino)-7,8-dihydro-6H-thiopyrano[3,2-d]pyrimidine 5-oxide ClC=1N=C(C2=C(N1)CCC[S@]2=O)NC2(CCC2)CO